COC1=NC=CC(=C1)C=1C=NC=2CCN(CC2C1)C1=C(C(=C(N=N1)C#N)C)C 6-[3-(2-methoxy-4-pyridyl)-7,8-dihydro-5H-1,6-naphthyridin-6-yl]-4,5-dimethyl-pyridazine-3-carbonitrile